(S)-tert-butyl 6-(2-(1-azabicyclo[2.2.1]heptan-4-yl)benzo[d]thiazol-5-yl)-3-methyl-3,4-dihydropyridine-1(2H)-carboxylate N12CCC(CC1)(C2)C=2SC1=C(N2)C=C(C=C1)C1=CC[C@@H](CN1C(=O)OC(C)(C)C)C